BrC=1C=NC(=NC1)C=1C=NN(C1C(=O)O)C 4-(5-bromopyrimidin-2-yl)-1-methyl-1H-pyrazole-5-carboxylic acid